NCCNC1CCC(CC1)CC(=O)N1CC(C1)OC1=C(C2=C([C@@H]3[C@H](B(O2)O)C3)C=C1)C(=O)O (1aR,7bS)-5-{[1-({(1s,4s)-4-[(2-aminoethyl)amino]cyclohexyl}acetyl)azetidin-3-yl]oxy}-2-hydroxy-1,1a,2,7b-tetrahydrocyclopropa[c][1,2]benzoxaborinine-4-carboxylic acid